BrC=1C(=NC(=NC1C1=CC=CC=C1)SC)N 5-bromo-2-(methylsulfanyl)-6-phenylpyrimidin-4-amine